2-(4-(benzyloxy)-2-(((tert-butyldimethylsilyl)oxy)methyl)phenyl)-2-(4-bromophenyl)-1-cyclopropylethan-1-one C(C1=CC=CC=C1)OC1=CC(=C(C=C1)C(C(=O)C1CC1)C1=CC=C(C=C1)Br)CO[Si](C)(C)C(C)(C)C